Dimethyl anthranilate CNC1=CC=CC=C1C(=O)OC